C(C)N1C=NC(=C1)S(=O)(=O)N 1-ethyl-1H-imidazole-4-sulfonamide